tert-butyl 4-(pyrimidin-2-yl)-1,4-diazepan-1-carboxylate N1=C(N=CC=C1)N1CCN(CCC1)C(=O)OC(C)(C)C